CC(C)(C)OC(=O)N1CC2CCC(C1)N2NC(=O)O [(3-{[(2-methylpropan-2-yl)oxy]carbonyl}-3,8-diazabicyclo[3.2.1]oct-8-yl)amino]methanoic acid